(4-chloro-2-fluoro-3-{6-oxo-4-[6-(2-propoxyethoxy)pyridin-3-yl]-1,6-dihydropyrimidin-2-yl}benzyl)isobutyramide ClC1=C(C(=C(CC(C(=O)N)(C)C)C=C1)F)C=1NC(C=C(N1)C=1C=NC(=CC1)OCCOCCC)=O